(5-(bromomethyl)-1-oxoisoindolin-2-yl)dihydropyrimidine-2,4(1H,3H)-dione BrCC=1C=C2CN(C(C2=CC1)=O)N1C(NC(CC1)=O)=O